CN1CCN(CC1)C1=CC=C(C=N1)C=1N=CC=2N(C1)C(=CN2)C2=CC=C(C=C2)O 4-[6-[6-(4-methylpiperazin-1-yl)-3-pyridyl]imidazo[1,2-a]pyrazin-3-yl]phenol